4,4,5,5-tetramethyl-2-(1-methylethoxy)-1,3,2-dioxaborolane CC1(OB(OC1(C)C)OC(C)C)C